O(C1=CC=CC=C1)P(=O)(OC1=CC=CC=C1)OC=1N(CCOC1)C(=O)OC(C)(C)C tert-butyl 5-((diphenoxyphosphoryl)oxy)-2,3-dihydro-4H-1,4-oxazine-4-carboxylate